C1OCCC2=CC(=CC=C12)N1C=C(C=CC1=O)C(=O)O 1-Isochroman-6-yl-6-oxo-pyridine-3-carboxylic acid